6-(4-chlorophenyl)-N-[(1RS)-1-cyclopropyl-2-hydroxyethyl]-2-(5-fluoropyridin-3-yl)-3-oxo-2,3-dihydropyridazine-4-carboxamide ClC1=CC=C(C=C1)C=1C=C(C(N(N1)C=1C=NC=C(C1)F)=O)C(=O)N[C@@H](CO)C1CC1 |r|